Hydroxyisobutyric acid methyl ester COC(C(C)(C)O)=O